Cl.C12CC(CC(CC1)N2)OC=2C=C1C(=NC=NC1=CC2)NC2=C(C(=C(C=C2)OC2=CC=1N(C=C2)N=CN1)C)F 6-((Endo-8-azabicyclo[3.2.1]oct-3-yl)oxy)-N-(4-([1,2,4]triazolo[1,5-a]pyridin-7-yloxy)-2-fluoro-3-methylphenyl)quinazolin-4-amine hydrochloride